2-oxo-1(2H)-pyridyl-1,1,3,3-tetramethyluronium hexafluorophosphate F[P-](F)(F)(F)(F)F.O=C1N(C=CC=C1)OC(=[N+](C)C)N(C)C